OC1C(C2CCC(C(C2(CC1)C)CC=C1C(OCC1O)=O)=C)(C)CO 3-[2-[Decahydro-6-hydroxy-5-(hydroxymethyl)-5,8a-dimethyl-2-methylene-1-naphthalenyl]ethylidene]dihydro-4-hydroxy-2(3H)-furanone